O=C1NC(CCC1N1C(C2=CC=C(C=C2C1=O)OCC(=O)OC1=C(C(=C(C(=C1F)F)F)F)F)=O)=O perfluorophenyl 2-((2-(2,6-dioxopiperidin-3-yl)-1,3-dioxoisoindolin-5-yl)oxy)acetate